1-(1-(3-methoxypropoxy)prop-1-en-2-yl)-4-(1-propoxyprop-1-en-2-yl)benzene COCCCOC=C(C)C1=CC=C(C=C1)C(=COCCC)C